BrCC=1OC(=CC1)C(F)(F)F 2-bromomethyl-5-(trifluoromethyl)furan